hexacosyl n-hexadecanoate C(CCCCCCCCCCCCCCC)(=O)OCCCCCCCCCCCCCCCCCCCCCCCCCC